C(#N)C1=CC=2C3=C(C=NC2C=C1)N=C(N3[C@H]3C[C@H](OCC3)C)CN3C(C(=CC=C3)C(=O)O)=O 1-({8-cyano-1-[(2R,4R)-2-methyloxan-4-yl]-1H-imidazo[4,5-c]quinolin-2-yl}methyl)-2-oxo-1,2-dihydropyridine-3-carboxylic acid